6-(3-isopropyl-5-(1-(oxetan-3-yl)azetidin-3-yl)-1H-indol-2-yl)-7,8-dimethyl-[1,2,4]triazolo[1,5-a]pyridine C(C)(C)C1=C(NC2=CC=C(C=C12)C1CN(C1)C1COC1)C=1C(=C(C=2N(C1)N=CN2)C)C